4-{1-[4-hydroxy-3-(prop-2-en-1-yl)phenyl]prop-2-en-yl}phenol OC1=C(C=C(C=C1)C(C=C)C1=CC=C(C=C1)O)CC=C